COC(=O)C1=CN(C2=NC=CC(=C21)OC2=CC=C1CCN(CC1=C2)C(=O)OC(C)(C)C)COCC[Si](C)(C)C tert-Butyl 7-((3-(methoxycarbonyl)-1-((2-(trimethylsilyl)ethoxy)methyl)-1H-pyrrolo[2,3-b]pyridin-4-yl)oxy)-3,4-dihydroisoquinoline-2(1H)-carboxylate